5-(3-quinolylimino)-3-heptanone N1=CC(=CC2=CC=CC=C12)N=C(CC(CC)=O)CC